BrC1=C(C=C2C(=NC(=NC2=C1F)Cl)N1C[C@H]2CC[C@@H](C1)N2C(=O)[O-])Cl (1R,5S)-3-(7-bromo-2,6-dichloro-8-fluoroquinazolin-4-yl)-3,8-diazabicyclo[3.2.1]octane-8-carboxylate